NC1(CNCC1)C(=O)O 3-AMINOPYRROLIDINE-3-CARBOXYLIC ACID